4-[2-(4-carbamimidoylphenyl)iminohydrazinyl]benzenecarboximidamide C(N)(=N)C1=CC=C(C=C1)N=NNC1=CC=C(C=C1)C(N)=N